CC=1C=2N(C=CC1CCC(=O)[O-])C(=NN2)C(F)(F)F 8-methyl-3-(3-(trifluoromethyl)-[1,2,4]triazolo[4,3-a]pyridine-7-yl)propanoate